OCC1C2C3C4C=CC(C3C(C1)C2)C4 8-hydroxymethyltetracyclo[4.4.0.12,5.17,10]-dodec-3-ene